Cl.FC([C@H](C)N)(F)F (2S)-1,1,1-trifluoropropan-2-amine hydrochloride